2-[(5-benzyloxy-2-pyridinyl)amino]-7-cyclopentyl-N,N-dimethyl-pyrrolo[2,3-d]pyrimidine-6-carboxamide C(C1=CC=CC=C1)OC=1C=CC(=NC1)NC=1N=CC2=C(N1)N(C(=C2)C(=O)N(C)C)C2CCCC2